Isoquinoline-2-carboxylic acid tert-butyl ester C(C)(C)(C)OC(=O)N1CC2=CC=CC=C2C=C1